2-(2,6-dioxopiperidin-3-yl)-5-(methyl((1R,2R)-2-(((1-(trifluoromethyl)cyclopropyl)methyl)amino)cyclohexyl)amino)isoindoline-1,3-dione O=C1NC(CCC1N1C(C2=CC=C(C=C2C1=O)N([C@H]1[C@@H](CCCC1)NCC1(CC1)C(F)(F)F)C)=O)=O